[N+](=O)([O-])C1=C(C=CC(=C1)C#N)C1=CC=CC=C1 nitro-[1,1'-biphenyl]-4-nitrile